CN1C(NC[C@@H]1C(=O)NC1=CC(=CC=2N(C=NC21)C)OC2=NC=C(C=C2)C(F)(F)F)=O (R)-3-Methyl-N-(1-methyl-6-((5-(trifluoromethyl)pyridin-2-yl)oxy)-1H-benzo-[d]imidazol-4-yl)-2-oxoimidazolidine-4-carboxamide